C12CC(CC2C1)OCC=1C=C(NC2(CCOCC2)C(=O)O)C=CC1Br 4-[3-(3-bicyclo[3.1.0]hexanyloxymethyl)-4-bromo-anilino]tetrahydropyran-4-carboxylic acid